ClC=1C(=C(C=CC1)C(C(=O)OC)(C)F)C1CC1 methyl 2-(3-chloro-2-cyclopropyl-phenyl)-2-fluoro-propanoate